C1(C(CCCC1)NC(=O)C1=NC(=NC=C1)N1CCOCC1)NC(=O)C1=NC(=NC=C1)N1CCOCC1 N,N'-(cyclohexane-1,2-diyl)bis(2-morpholinopyrimidine-4-carboxamide)